N-[3-[7-ethenyl-2-[methylamino]pyrido[2,3-d]pyrimidin-6-yl]-4-methylphenyl]-2-(trifluoromethyl)pyridine-4-carboxamide C(=C)C=1C(=CC2=C(N=C(N=C2)NC)N1)C=1C=C(C=CC1C)NC(=O)C1=CC(=NC=C1)C(F)(F)F